2-isopropylpyrazin C(C)(C)C1=NC=CN=C1